ClC1=C(C=C(C=2C3=C(NC12)CCNC(C3C)=O)NCCC(F)F)Cl 7,8-dichloro-10-((3,3-difluoropropyl)amino)-1-methyl-3,4,5,6-tetrahydroazepino[4,5-b]indol-2(1H)-one